BrC1=CN=C2N1C=CN=C2NC=2C=NN(C2)CCOC 3-bromo-N-(1-(2-methoxyethyl)-1H-pyrazol-4-yl)imidazo[1,2-a]Pyrazine-8-amine